2,3-difluorophenyl isocyanate FC1=C(C=CC=C1F)N=C=O